O[C@@]12C(C=3C=CSC3N=C2N(CC1)C1=CC=C(C=C1)CC#N)=O (9S)-2-(4-{9-hydroxy-8-oxo-4-thia-2,12-diazatricyclo[7.3.0.03,7]dodeca-1,3(7),5-trien-12-yl}phenyl)acetonitrile